Cl.NC\C=C(\CN1N=NC2=C1C=C(C=C2C=2C=CC(=C(C2)S(=O)(=O)NC(C)C)OC)C(=O)N2CCCC2)/F (Z)-5-(1-(4-amino-2-fluorobut-2-en-1-yl)-6-(pyrrolidine-1-carbonyl)-1H-benzo[d][1,2,3]triazol-4-yl)-N-isopropyl-2-methoxybenzenesulfonamide hydrochloride